FC(C1=NN=C(S1)C1=NC=C2N1C=C(C=C2N2[C@@H](CN(CC2)C(C(C)C)=O)C)S(=O)(=O)NC2(CC2)C)F (R)-3-(5-(difluoromethyl)-1,3,4-thiadiazol-2-yl)-8-(4-isobutyryl-2-methylpiperazin-1-yl)-N-(1-methylcyclopropyl)imidazo[1,5-a]pyridine-6-sulfonamide